(R)-6-(4-hydroxybenzo[b]thiophene-5-yl)-3-((1-methylpiperidin-3-yl)amino)-1,2,4-triazine-5(4H)-one OC1=C(C=CC=2SC=CC21)C=2C(NC(=NN2)N[C@H]2CN(CCC2)C)=O